6-((1-indol-4-yl)methyl)-cyclopropyl-ethylpyridine-2,4-dicarboxamide N1C=CC2=C(C=CC=C12)CC1=C(C(=C(C(=N1)C(=O)N)CC)C(=O)N)C1CC1